C(C1=CC=CC=C1)N1C2=C(OCC1=O)C=C(C=C2)NC(=O)NCC=2OC=CC2 1-(4-benzyl-3-oxo-3,4-dihydro-2H-benzo[b][1,4]oxazin-7-yl)-3-(furan-2-ylmethyl)urea